(S)-N-(1-(5-(N-ethylsulfamoyl)naphthalen-1-ylamino)-1-oxo-3-phenylprop-2-yl)cyclohexanecarboxamide C(C)NS(=O)(=O)C1=C2C=CC=C(C2=CC=C1)NC([C@H](CC1=CC=CC=C1)NC(=O)C1CCCCC1)=O